7-chloro-3-((3aR,3bR,4aS,5R,5aS)-2,2-dimethylhexahydrocyclopropa[3,4]cyclopenta[1,2-d][1,3]dioxol-5-yl)-3H-imidazo[4,5-b]pyridine ClC1=C2C(=NC=C1)N(C=N2)[C@@H]2[C@@H]1[C@H]([C@@H]3[C@H]2OC(O3)(C)C)C1